C1(CCCCC1)C=1C=C(C=CC1O)CC1=C(C(=CC(=C1)CC1=CC(=C(C=C1)O)C1CCCCC1)C)O 2,4-bis[(3-cyclohexyl-4-hydroxyphenyl)methyl]-6-methylphenol